selenoloselenophene [Se]1C=CC2=C1C=C[Se]2